allyl-N-(bis(dimethylamino)methylene)prop-2-en-1-aminium bromide [Br-].C(C=C)C(C=C)[NH+]=C(N(C)C)N(C)C